5-[(6-{6,6-Difluoro-3-azabicyclo[3.1.0]hex-3-yl}pyridin-3-yl)methyl]-1H-pyrrole-3-carboxylic acid methyl ester COC(=O)C1=CNC(=C1)CC=1C=NC(=CC1)N1CC2C(C2C1)(F)F